O1CC[C@@H](C2=CC=CC=C12)NC(=O)C=1C=NC2=C(C=NC(=C2C1N1CCOCC1)OC)C1=C(C(=CC=C1)Cl)Cl N-[(4S)-chroman-4-yl]-8-(2,3-dichlorophenyl)-5-methoxy-4-(morpholin-4-yl)-1,6-naphthyridine-3-carboxamide